BrCC1=CC=C(N=N1)NC1C(NC(CC1)=O)=O 3-((6-(Bromomethyl)pyridazin-3-yl)amino)piperidine-2,6-dione